((4,4-dimethylpiperidin-1-yl)methyl)-4-(4-isopropylphenyl)pyridine CC1(CCN(CC1)CC1=NC=CC(=C1)C1=CC=C(C=C1)C(C)C)C